CC1(N=N1)CCOC1=C(C=CC=C1)NC(\C=C\C1=CC=C(C=C1)OCCCC#C)=O (E)-N-(2-(2-(3-methyl-3H-diazirin-3-yl)ethoxy)phenyl)-3-(4-(pent-4-yn-1-yloxy)phenyl)acrylamide